CN1C(C2=CC(=CC(=C2C=C1C=1C=NC=NC1)C(C)NC1=C(C(=O)O)C=CC=C1)C)=O 2-((1-(2,7-dimethyl-1-oxo-3-(pyrimidin-5-yl)-1,2-dihydroisoquinolin-5-yl)ethyl)amino)benzoic acid